ClC=1C(=C(C(=CC1N1CC(CC1)(C)N(C)C1CC(C1)O)F)S(=O)(=O)NC1=NC(=CC=C1)F)F 3-chloro-2,6-difluoro-N-(6-fluoropyridin-2-yl)-4-(3-((3-hydroxycyclobutyl)(methyl)amino)-3-methylpyrrolidin-1-yl)benzenesulfonamide